BrC1=CC(=CC2=C(C=CC=C12)F)O 4-bromo-8-fluoronaphthalene-2-ol